C(CCCCCCCCCCC)C1=CC=C(C(=O)C=2C(OC3=C(C2)C(=CC(=C3)OC)OC)=O)C=C1 3-(4-dodecylbenzoyl)-5,7-di-methoxy-2H-1-benzopyran-2-one